C(C)(C)(C)S(=O)(=O)C=1C(=CC=2N(C1)C(=CN2)I)OCCCO 3-((6-(tert-butylsulfonyl)-3-iodoimidazo[1,2-a]pyridin-7-yl)oxy)propan-1-ol